C(\C=C/C(=O)[O-])(=O)[O-].C(\C=C/C(=O)[O-])(=O)[O-].C[Sn+4]C dimethyl-tin dimaleate